2-(2-amino-[1,2,4]triazolo[1,5-a]pyridin-7-yl)-N-(2-fluoro-5-(trifluoromethoxy)benzyl)-5-methylisonicotinamide NC1=NN2C(C=C(C=C2)C=2C=C(C(=O)NCC3=C(C=CC(=C3)OC(F)(F)F)F)C(=CN2)C)=N1